BrC1=C2C=CC3(C2=CC=C1)CCC(CC3)(C(=O)O)NC3=CC(=CC=C3)Br (1r,4r)-4'-bromo-4-(3-bromoanilino)spiro[cyclohexane-1,1'-indene]-4-carboxylic acid